2-((3-methoxybenzyl)amino)-2,5,5-trimethylhexanoic acid COC=1C=C(CNC(C(=O)O)(CCC(C)(C)C)C)C=CC1